C(C)(C)(C)OC(=O)N1CCC(CC1)C1=CC2=NC=C(C=C2S1)C=1C=C(C=2N(N1)C=C(N2)C)C(F)(F)F 4-[6-[2-methyl-8-(trifluoromethyl)imidazo[1,2-b]pyridazin-6-yl]thieno[3,2-b]pyridin-2-yl]piperidine-1-carboxylic acid tert-butyl ester